C(C)[N+](=CCCC1=C(C=C(C=C1)CC(C)C)C)[O-] N-ethyl-3-(4-isobutyl-2-methylphenyl)propane-1-imine oxide